methyl 6-[3-[1-(9-hydroxynonyl) triazol-4-yl]phenoxy]pyridine-3-carboxylate OCCCCCCCCCN1N=NC(=C1)C=1C=C(OC2=CC=C(C=N2)C(=O)OC)C=CC1